tert-butyl 4-((4-(2,6-bis(benzyloxy)pyridin-3-yl)phenyl)amino)piperidine-1-carboxylate C(C1=CC=CC=C1)OC1=NC(=CC=C1C1=CC=C(C=C1)NC1CCN(CC1)C(=O)OC(C)(C)C)OCC1=CC=CC=C1